CC=1C=C(C=C(C1O)C)C(C)(C)C1=CC=C(C=C1)C(C)(C)C1=CC(=C(C(=C1)C)O)C 1,4-bis[1-(3,5-dimethyl-4-hydroxyphenyl)isopropyl]benzene